C(#N)C=1C=C(C=CC1C#N)NC(=O)N[C@@H](C)C=1N(N=CN1)C1=NC=CC=N1 1-(3,4-dicyanophenyl)-3-[(1S)-1-(2-pyrimidin-2-yl-1,2,4-triazol-3-yl)ethyl]urea